tert-butyl 3-({2-methoxy-5-[3-(methylcarbamoyl)-1H-indazol-6-yl]pyridin-3-yl}-formamido)-2,2-dimethyl-propanoate COC1=NC=C(C=C1C(=O)NCC(C(=O)OC(C)(C)C)(C)C)C1=CC=C2C(=NNC2=C1)C(NC)=O